1-(3-chloro-4-methoxyphenyl)-2-iodo-6-(4-methylpiperazin-1-yl)-1H-benzo[d]imidazole ClC=1C=C(C=CC1OC)N1C(=NC2=C1C=C(C=C2)N2CCN(CC2)C)I